ClC=1C=C(C=CC1C1CC1)C=1C=C2CCC(C2=C(C1C)C)N1CC(C1)(O)C (5-(3-chloro-4-cyclopropylphenyl)-6,7-dimethyl-2,3-dihydro-1H-inden-1-yl)-3-methylazetidin-3-ol